2-((3,8-difluoro-4-methoxy-2-phenylquinoline-7-yl)(methoxy)methylene)malononitrile FC=1C(=NC2=C(C(=CC=C2C1OC)C(=C(C#N)C#N)OC)F)C1=CC=CC=C1